(1-OXO-2-PROPYLISOINDOLIN-6-YL)BORONIC ACID O=C1N(CC2=CC=C(C=C12)B(O)O)CCC